CN1C=NC=C1C1=CC=C(C=N1)S(=O)(=O)NC=1C=CC=C2C=NN(C12)C 6-(1-METHYL-1H-IMIDAZOL-5-YL)-N-(1-METHYL-1H-INDAZOL-7-YL)PYRIDINE-3-SULFONAMIDE